C(C1=CC=CC=C1)OCC1=NN(C(N1CC)=O)C1=NC(=C(C(=O)OC(C)C)C=C1F)C=C Isopropyl 6-(3-((benzyloxy)methyl)-4-ethyl-5-oxo-4,5-dihydro-1H-1,2,4-triazol-1-yl)-5-fluoro-2-vinylnicotinate